OCC=1C=C(C=CC1)C#C\C=C/1\C(CN(CC1)C(=O)NC1=NC(=CC=C1)C)(C)C (4E)-4-{3-[3-(hydroxymethyl)phenyl]prop-2-yn-1-ylidene}-3,3-dimethyl-N-(6-methylpyridin-2-yl)piperidine-1-carboxamide